N-(3-Chloro-4-fluorophenyl)-4-(5-hydroxy-5-(3-((S)-1-hydroxyethyl)-1-methyl-1H-pyrazol-5-yl)octahydropentalen-2-yl)-1-methyl-1H-imidazole-5-carboxamide ClC=1C=C(C=CC1F)NC(=O)C1=C(N=CN1C)C1CC2CC(CC2C1)(C1=CC(=NN1C)[C@H](C)O)O